N-(2-hydroxy-3-morpholinopropyl)pyrazine-2-carboxamide OC(CNC(=O)C1=NC=CN=C1)CN1CCOCC1